CNC(=O)C1CN(C=2N(C1)N=CC2)C2=CC=C(C=C2)C(F)(F)F N-methyl-4-(4-(trifluoromethyl)phenyl)-4,5,6,7-tetrahydropyrazolo[1,5-a]pyrimidine-6-carboxamide